4,4-difluoro-1-((4-(4,4,5,5-tetramethyl-1,3,2-dioxaborolan-2-yl)phenyl)imino)hexahydro-1λ6-thiopyran-1-oxide FC1(CCS(CC1)(=NC1=CC=C(C=C1)B1OC(C(O1)(C)C)(C)C)=O)F